4-bromo-3-ethyl-1H-benzimidazol-2-one BrC1=CC=CC=2NC(N(C21)CC)=O